(3R)-3-{[2-(3-chlorophenyl)[1,2,4]triazolo[1,5-c]quinazolin-5-yl]amino}azepan-2-one ClC=1C=C(C=CC1)C1=NN2C(=NC=3C=CC=CC3C2=N1)N[C@H]1C(NCCCC1)=O